ClC1=C(C=CC=C1C1=C(C(=NC=C1)C1=CC(=C(C(=C1)OC)CNC(C)C)F)Cl)C1=CC=C(C(=N1)OC)CNC[C@@H]1CCC(N1)=O (S)-5-((((6-(2-Chloro-3-(3-chloro-2-(3-fluoro-4-((isopropylamino)methyl)-5-methoxyphenyl)pyridin-4-yl)phenyl)-2-methoxypyridin-3-yl)methyl)amino)methyl)pyrrolidin-2-one